C(C)N(CC)CCN(CCCOC(OC(CCCCC(=O)OCCCCCCC)CCCCCC)=O)CCCO heptyl 3-ethyl-13-hexyl-6-(3-hydroxypropyl)-11-oxo-10,12-dioxa-3,6-diazaoctadecane-18-oate